2-(2-cyanopyridin-4-yl)Propionamide C(#N)C1=NC=CC(=C1)C(C(=O)N)C